4-hydroxy-7-propoxy-2H-chromen-2-one OC1=CC(OC2=CC(=CC=C12)OCCC)=O